(trans)-3-((2-((1-hydroxy-7-methoxy-1,3-dihydrobenzo[c][1,2]oxaborol-5-yl)amino)-5-methylpyrimidin-4-yl)amino)tetrahydro-2H-pyran-4-carbonitrile OB1OCC2=C1C(=CC(=C2)NC2=NC=C(C(=N2)N[C@@H]2COCC[C@H]2C#N)C)OC